ClS(=O)C1=CC=C(C=C1)CN(C(=O)C1=C(C=C(C=C1)C1=CC=C(C=C1)C1=N[C@H](C=2N(C3=C1C(=C(S3)C)C)C(=NN2)C)CC(=O)OC)C)CC methyl [(6S)-4-{4'-[{[4-(chlorosulfinyl)phenyl]methyl}(ethyl)carbamoyl]-3'-methyl [1,1'-biphenyl]-4-yl}-2,3,9-trimethyl-6H-thieno[3,2-f][1,2,4]triazolo[4,3-a][1,4]diazepin-6-yl]acetate